ClC1=C(C2=C(S1)[C@@]1(C[C@@H](N(CC1)C(=O)OC(C)(C)C)C)OCC2)Cl tert-Butyl (2'S,7R)-2,3-dichloro-2'-methyl-spiro[4,5-dihydrothieno[2,3-c]pyran-7,4'-piperidine]-1'-carboxylate